CC1=CC=C(C=N1)C1=NC(=NO1)C1=NN(C(C=C1)=O)CC=1C=CC(=NC1)C#N 5-((3-(5-(6-methylpyridin-3-yl)-1,2,4-oxadiazol-3-yl)-6-oxopyridazin-1(6H)-yl)-methyl)picolinonitrile